[N+](=O)([O-])C1=CC=C(C=C1)SCCCCCCCO 7-((4-nitrophenyl)thio)heptan-1-ol